tert-butyl-((1-(4-(cyanomethyl) piperidin-1-yl)-6-p-toluenesulfonyl-1,6-dihydroimidazo[4,5-d]pyrrolo[2,3-b]pyridin-2-yl) methyl) carbamate C(N)(OC(C1=NC=2C(=C3C(=NC2)N(C=C3)S(=O)(=O)C3=CC=C(C)C=C3)N1N1CCC(CC1)CC#N)C(C)(C)C)=O